OP([O-])([O-])[O-] Hydroxy-phosphorite